(1R)-trans-chrysanthemic acid CC(=C[C@@H]1[C@H](C1(C)C)C(=O)[O-])C